C1(CC1)NC(=O)C1=C(N(C(C(=C1OC1=CC(=CC=C1)NS(NC)(=O)=O)C)=O)C)NC1=C(C=C(C=C1)I)F N-cyclopropyl-2-((2-fluoro-4-iodophenyl)amino)-1,5-dimethyl-4-(3-((N-methylsulfamoyl)amino)phenoxy)-6-oxo-1,6-dihydropyridine-3-carboxamide